C1(CC1)C(CNC(=O)C1=NC=C(C(N1)=O)F)(CC1=CC=C(C=C1)F)C N-[2-cyclopropyl-3-(4-fluorophenyl)-2-methylpropyl]-5-fluoro-4-oxo-3H-pyrimidine-2-carboxamide